C(C)C1=NC=CC(=C1)CN(C1CN(CCC1)C=1C=NC=CC1)CC1=CN(C2=CC=CC=C2C1=O)C 3-({[(2-ethylpyridin-4-yl)methyl][1-(pyridin-3-yl)piperidin-3-yl]amino}methyl)-1-methyl-1,4-dihydroquinolin-4-one